CC1(OC2=C(NC1=O)C=CC(=C2)NC(CC2=CC=C(C=C2)C2=CC=1N(C=C2)N=CN1)=O)C N-(2,2-Dimethyl-3-oxo-4H-1,4-benzoxazin-7-yl)-2-[4-([1,2,4]triazolo[1,5-a]pyridine-7-yl)phenyl]acetamide